2-chloro-6-(methylsulfonyl)-6,7-dihydro-5H-pyrrolo[3,4-b]Pyridine ClC1=CC=C2C(=N1)CN(C2)S(=O)(=O)C